[Ge](Cl)(Cl)(Cl)Cl Germanium(IV) chloride